N1(CCCC1)C(=O)N pyrrolidine-1-amide